tert-Butyl (7-chloro-3-cyano-4-(5-fluoro-3-((2S,3S)-3-(isopropylamino)-2-methylpyrrolidin-1-yl)-7,9-dihydrofuro[3,4-f]quinazolin-6-yl)thieno[3,2-c]pyridin-2-yl)carbamate ClC=1C2=C(C(=NC1)C=1C3=C(C=4C=NC(=NC4C1F)N1[C@H]([C@H](CC1)NC(C)C)C)COC3)C(=C(S2)NC(OC(C)(C)C)=O)C#N